C(N)(=O)CC[C@@H]([C@@H](C)OCC1=CC=C(C=C1)CCCOCCCCOCCCC1=CC=CC=2N(C(N(C21)C)=O)C2C(NC(CC2)=O)=O)NC(OC(C)(C)C)=O tert-butyl N-[(3S,4R)-1-carbamoyl-4-([4-[3-(4-[3-[1-(2,6-dioxopiperidin-3-yl)-3-methyl-2-oxo-1,3-benzodiazol-4-yl]propoxy]butoxy)propyl]phenyl]meth-oxy)pentan-3-yl]carbamate